5-bromo-3-((4-chlorophenylimino)meth-yl)-2-(isobutyryloxy)phenyl 4-methylbenzoate CC1=CC=C(C(=O)OC2=C(C(=CC(=C2)Br)C=NC2=CC=C(C=C2)Cl)OC(C(C)C)=O)C=C1